N-(2-pyridinylmethyl)-N'-(8-Fluoro-1,2,3,4-tetrahydro-2-naphthalenyl)-1,4-benzenedimethanamine N1=C(C=CC=C1)CNCC1=CC=C(C=C1)CNC1CC2=C(C=CC=C2CC1)F